behenyl-propylmethylamine C(CCCCCCCCCCCCCCCCCCCCC)N(C)CCC